2-(2,2-difluoro-1,3-benzodioxol-4-yl)-2,2-difluoro-acetic acid FC1(OC2=C(O1)C=CC=C2C(C(=O)O)(F)F)F